4-(2,3-dihydroxyphenyl)-3,6-dihydropyridine-1(2H)-carboxylate OC1=C(C=CC=C1O)C=1CCN(CC1)C(=O)[O-]